3-[[4-hydroxy-1-[(3R,4R)-1-[(5-methylpyrazin-2-yl)methyl]-3-phenyl-piperidine-4-carbonyl]-4-piperidinyl]methyl]-7-(4-methoxyphenyl)pyrrolo[2,3-d]pyrimidin-4-one OC1(CCN(CC1)C(=O)[C@H]1[C@@H](CN(CC1)CC1=NC=C(N=C1)C)C1=CC=CC=C1)CN1C=NC2=C(C1=O)C=CN2C2=CC=C(C=C2)OC